N-[2-[bis[(2,4-dimethoxyphenyl)methyl]amino]-4-[(2,4-dimethoxyphenyl)methylamino]-5-iodo-6-methyl-3-pyridyl]-2-ethoxy-acetamide COC1=C(C=CC(=C1)OC)CN(C1=NC(=C(C(=C1NC(COCC)=O)NCC1=C(C=C(C=C1)OC)OC)I)C)CC1=C(C=C(C=C1)OC)OC